NCCNC(CCC(C(=O)OC(C)(C)C)N1CCN(CCN(CCN(CC1)CC(=O)OC(C)(C)C)CC(=O)OC(C)(C)C)CC(=O)OC(C)(C)C)=O tri-tert-butyl 2,2',2''-(10-(5-((2-aminoethyl)amino)-1-(tert-butoxy)-1,5-dioxopentan-2-yl)-1,4,7,10-tetraazacyclododecane-1,4,7-triyl)triacetate